P(O)(=O)(OP(=O)(O)OP(=O)(O)O)OC[C@@H]1[C@H]([C@H]([C@@H](O1)N1C(=O)NC(=O)C(=C1)C)O)O 5-methyluridine 5'-triphosphate